C(C1=CC=CC=C1)OC(=O)N1CCC(CC1)CCOCC1(CCC(CC1)C1N=C2C=C(C(=CC2=C1)[N+](=O)[O-])OC)O 4-(2-(((1S,4S)-1-hydroxy-4-(6-methoxy-5-nitro-2H-indole-2-yl)cyclohexyl)methoxy)ethyl)piperidine-1-carboxylic acid benzyl ester